2-[[6-[5-chloro-3-[1-(4-piperidyl)pyrazol-4-yl]quinoxalin-6-yl]oxy-2-methyl-benzimidazol-1-yl]methoxy]ethyl-trimethyl-silane ClC1=C2N=C(C=NC2=CC=C1OC=1C=CC2=C(N(C(=N2)C)COCC[Si](C)(C)C)C1)C=1C=NN(C1)C1CCNCC1